pentachlorothiazine ClC1=C(NS(C=C1)(Cl)(Cl)Cl)Cl